BrC=1C=C(C(=NC1)Cl)C(C)=O (5-bromo-2-chloropyridin-3-yl)ethan-1-one